4-bromo-1-methyl-1,3-benzodiazol-5-amine BrC1=C(C=CC=2N(C=NC21)C)N